(5'S,7a'R)-5'-(3,5-difluorophenyl)-1-([1,3]thiazolo[4,5-c]pyridine-2-carbonyl)tetrahydro-3'H-spiro[piperidine-4,2'-pyrrolo[2,1-b][1,3]oxazol]-3'-one FC=1C=C(C=C(C1)F)[C@@H]1CC[C@H]2OC3(C(N21)=O)CCN(CC3)C(=O)C=3SC2=C(C=NC=C2)N3